ClC1=CC(=C(C=C1)CN1C(C2=CC(=CC(=C2[C@]1(OCC1(CC1)CO)C1=CC=C(C=C1)Cl)F)C(C)(C)O)=O)P(=O)(C)C (3R)-2-{[4-Chloro-2-(dimethylphosphoryl)phenyl]methyl}-3-(4-chlorophenyl)-4-fluoro-3-{[1-(hydroxymethyl)cyclopropyl]methoxy}-6-(2-hydroxypropan-2-yl)-2,3-dihydro-1H-isoindol-1-on